O1CCN(CC1)C1=NC(=CC=2N1C=C(N2)C(=O)O)N/N=C/C=2C=C(C=CC2)C 5-morpholino-7-[(2E)-2-(m-tolylmethylene)hydrazino]imidazo[1,2-c]pyrimidine-2-carboxylic acid